Methyl 4-[2-[4-[[(3S)-1-[7-amino-2-(2-furyl)-[1,2,4]triazolo[1,5-a][1,3,5]triazin-5-yl]-3-piperidyl]methyl]piperazin-1-yl]phenoxy]butanoate NC1=NC(=NC=2N1N=C(N2)C=2OC=CC2)N2C[C@@H](CCC2)CN2CCN(CC2)C2=C(OCCCC(=O)OC)C=CC=C2